C(C(C)CCC[C@@H](C)[C@H]1CC[C@H]2[C@@H]3CCC4CCCC[C@]4(C)[C@H]3CC[C@]12C)O 5x-cholestanol